2-(((3S,6S,7aS,8aR,9aR)-5-oxo-3-(3-(pyrimidin-2-yl)azetidine-1-carbonyl)deca-hydro-1H-cyclopropa[d]pyrrolo[1,2-a]azocin-6-yl)carbamoyl)benzo[b]thiophen O=C1[C@H](C[C@H]2[C@@H](C[C@@H]3N1[C@@H](CC3)C(=O)N3CC(C3)C3=NC=CC=N3)C2)NC(=O)C2=CC3=C(S2)C=CC=C3